7-Methoxy-3,3,10,10-tetramethyl-9-phenyl-2,3,4a,10-tetrahydro-1H-indeno[1,2-c]pyrazolo[1,2-a]pyrazol-1-one COC1=CC=2C(=C3C(N4N(C3(C)C)C(CC4(C)C)=O)C2C=C1)C1=CC=CC=C1